butyl (1-(4-((2-(2,6-dioxopiperidin-3-yl)-1,3-dioxoisoindolin-4-yl)amino)-4-oxobutanoyl)piperidin-4-yl)carbamate O=C1NC(CCC1N1C(C2=CC=CC(=C2C1=O)NC(CCC(=O)N1CCC(CC1)NC(OCCCC)=O)=O)=O)=O